NC=1C(=NC(=CC1)OC)N(CCCC1=C(C=CC(=C1F)F)NC1=C(C(=O)OC)C=C(C(=C1)C(F)(F)F)F)C(=O)OC(C)(C)C methyl 2-((2-(3-((3-amino-6-methoxypyridin-2-yl)(tert-butoxycarbonyl)amino)propyl)-3,4-difluorophenyl)amino)-5-fluoro-4-(trifluoromethyl)-benzoate